O=C1NC(CCC1N1C(C2=CC=CC(=C2C1=O)NCC1=CC=C(C=C1)CN1CC(C1)C(C)C)=O)=O 2-(2,6-dioxopiperidin-3-yl)-4-(4-((3-isopropylazetidin-1-yl)methyl)benzylamino)isoindoline-1,3-dione